2-(1-(2-cyanophenyl)-1-(1-(2-(4-methylpiperazin-1-yl)ethyl)-1H-pyrazol-4-yl)propan-2-yl)-5-hydroxy-N-(isoxazol-4-yl)-1-methyl-6-oxo-1,6-dihydropyrimidine-4-carboxamide C(#N)C1=C(C=CC=C1)C(C(C)C=1N(C(C(=C(N1)C(=O)NC=1C=NOC1)O)=O)C)C=1C=NN(C1)CCN1CCN(CC1)C